N-[8-(2-Diethylamino-ethoxy)-6,6-dimethyl-11-oxo-6,11-dihydro-5H-benzo[b]carbazol-3-yl]-2-phenyl-acetamide C(C)N(CCOC=1C=CC2=C(C(C=3NC4=CC(=CC=C4C3C2=O)NC(CC2=CC=CC=C2)=O)(C)C)C1)CC